C1(CC1)C=1C(=NC=2N(C1)C=CN2)C 6-cyclopropyl-7-methylimidazo[1,2-a]pyrimidin